4-((14-azido-3,6,9,12-tetraoxatetradecyl)thio)-2-(2,6-dioxopiperidin-3-yl)isoindoline-1,3-dione N(=[N+]=[N-])CCOCCOCCOCCOCCSC1=C2C(N(C(C2=CC=C1)=O)C1C(NC(CC1)=O)=O)=O